NC1=C(C=C(C=N1)C#CC=1C=C(C(=O)NC2=CC(=C(C=C2)CN2CCN(CC2)CC)C(F)(F)F)C=CC1C)Cl 3-((6-amino-5-chloropyridin-3-yl)ethynyl)-N-(4-((4-ethylpiperazin-1-yl)methyl)-3-(trifluoromethyl)phenyl)-4-methylbenzamide